8-(2,5-difluoro-4-methylbenzyl)imidazo[1,2-a]pyrazine-6-carbonitrile FC1=C(CC=2C=3N(C=C(N2)C#N)C=CN3)C=C(C(=C1)C)F